CC1CNCCS1 2-Methyl-thiomorpholine